N-((R)-1-(2-((S)-Amino(4,4-difluorocyclohexyl)methyl)-1-((2-(trimethylsilyl)ethoxy)methyl)-1H-benzo[d]imidazol-6-yl)ethyl)-4,4,4-trifluorobutanamide N[C@H](C1=NC2=C(N1COCC[Si](C)(C)C)C=C(C=C2)[C@@H](C)NC(CCC(F)(F)F)=O)C2CCC(CC2)(F)F